N-(1-(4-((4-Chloro-3-(tetrahydro-1H-furo[3,4-c]pyrrol-5(3H)-yl)benzyl)(methyl)amino)piperidine-1-carbonyl)-1H-pyrazol-3-yl)methanesulfonamide ClC1=C(C=C(CN(C2CCN(CC2)C(=O)N2N=C(C=C2)NS(=O)(=O)C)C)C=C1)N1CC2C(C1)COC2